C(C1=CC=CC=C1)(=O)OC1CC=C(CC1)N1CCCC1 4-(pyrrolidin-1-yl)cyclohex-3-en-1-yl benzoate